O1C(CCC1)CNC(OC)=O Methyl (tetrahydro-2-furanylmethyl)carbamate